1,1,1,3,3,3-Hexafluoropropan-2-yl 8-(4-chloro-2-morpholinobenzyl)-2,8-diazaspiro[4.5]decane-2-carboxylate ClC1=CC(=C(CN2CCC3(CCN(C3)C(=O)OC(C(F)(F)F)C(F)(F)F)CC2)C=C1)N1CCOCC1